BrC1=C2C=NNC2=C(C(=C1I)F)[N+](=O)[O-] 4-bromo-6-fluoro-5-iodo-7-nitro-1H-indazole